ClC=1C=NC=C(C1C(=O)NC(C(=O)O)CCOCC(CCC1=NC=2NCCCC2C=C1)C)F 2-[(3-chloro-5-fluoro-pyridine-4-carbonyl)amino]-4-[2-methyl-4-(5,6,7,8-tetrahydro-1,8-naphthyridin-2-yl)butoxy]butanoic acid